Cyclopentyl (2R)-3-(4-cyano-1H-pyrazol-1-yl)-2-{[(1,2,3,5,6,7-hexahydro-s-indacen-4-yl)carbamoyl]oxy}propanoate C(#N)C=1C=NN(C1)C[C@H](C(=O)OC1CCCC1)OC(NC1=C2CCCC2=CC=2CCCC12)=O